C(CCCCCCCCC)C=1C=CC2=C(N=C(O2)NCCCCCNC(OC(C)(C)C)=O)C1 Tert-butyl (5-((5-decylbenzo[d]oxazol-2-yl)amino)pentyl)carbamate